[Si](C1=CC=CC=C1)(C1=CC=CC=C1)(C(C)(C)C)OC[C@H]1[C@@H]([C@H]([C@@H](O1)C(OC)OC)O)N1N=NC2=C1N=C(N=C2Cl)SCCC (2R,3R,4R,5R)-5-(((tert-butyldiphenylsilyl)oxy)methyl)-4-(7-chloro-5-(propylthio)-3H-[1,2,3]triazolo[4,5-d]pyrimidin-3-yl)-2-(dimethoxymethyl)tetrahydrofuran-3-ol